N4-(5-amino-2-(isopropylthio)phenyl)-5-chloro-N2-(4-fluoro-2-methoxy-5-nitrophenyl)pyrimidine-2,4-diamine NC=1C=CC(=C(C1)NC1=NC(=NC=C1Cl)NC1=C(C=C(C(=C1)[N+](=O)[O-])F)OC)SC(C)C